FC1=C(OCCCCCCCCC(=O)O)C(=CC=C1F)C=1N=C(SC1)N1CCOCC1 9-(2,3-difluoro-6-(2-morpholinothiazol-4-yl)phenoxy)nonanoic acid